5-(4-fluorophenyl)-8-methyl-2,5-diazaspiro[3.4]octane-1,6-dione FC1=CC=C(C=C1)N1C2(CNC2=O)C(CC1=O)C